3-methyl-3-(methyl(2-oxo-4-(o-tolyl)-2H-chromen-7-yl)amino)butanoic acid CC(CC(=O)O)(C)N(C1=CC=C2C(=CC(OC2=C1)=O)C1=C(C=CC=C1)C)C